ethyl 3-(4-fluoro-2-formylphenyl)-1H-indole-2-carboxylate FC1=CC(=C(C=C1)C1=C(NC2=CC=CC=C12)C(=O)OCC)C=O